N-(1-(5-fluoro-2-difluoromethoxyphenyl)ethyl)pyrazolo[1,5-a]pyrimidin-5-amine FC=1C=CC(=C(C1)C(C)NC1=NC=2N(C=C1)N=CC2)OC(F)F